oxophosphetane C1CPC1=O